Tridecan-5-ol CCCCC(CCCCCCCC)O